N-ethylpyridinecarboxamide C(C)NC(=O)C1=NC=CC=C1